(1R,3S)-3-(5-{3-[2-(1,3-dioxolan-2-yl)-3-hydroxyphenoxy]propanamido}-2H-pyrazol-3-yl)cyclopentyl N-isopropylcarbamate C(C)(C)NC(O[C@H]1C[C@H](CC1)C=1NN=C(C1)NC(CCOC1=C(C(=CC=C1)O)C1OCCO1)=O)=O